tert-butyl (3S,4R)-4-amino-3-methoxypiperidine-1-carboxylate N[C@H]1[C@H](CN(CC1)C(=O)OC(C)(C)C)OC